4-(tert-butyl)-2-phenyl-N-(5'-phenyl-[1,1':3',1''-terphenyl]-4-yl)dibenzo[b,d]furan-1-amine C(C)(C)(C)C1=CC(=C(C2=C1OC1=C2C=CC=C1)NC1=CC=C(C=C1)C1=CC(=CC(=C1)C1=CC=CC=C1)C1=CC=CC=C1)C1=CC=CC=C1